Ethyl 4-((2-(tert-butoxycarbonyl)octahydrocyclopenta[c]pyrrol-5-yl)amino)-7-methoxy-1,8-naphthyridine-3-carboxylate C(C)(C)(C)OC(=O)N1CC2C(C1)CC(C2)NC2=C(C=NC1=NC(=CC=C21)OC)C(=O)OCC